3-([1,1'-biphenyl]-4-yl)-1-(cyclopentylmethyl)piperidin-3-amine C1(=CC=C(C=C1)C1(CN(CCC1)CC1CCCC1)N)C1=CC=CC=C1